BrC1=CN=CC2=C1SCCN2 8-Bromo-3,4-dihydro-2H-pyrido[4,3-b][1,4]thiazine